(1R,5R,6R)-3-(8-fluoro-2-(((2R,7aS)-2-fluorohexahydro-1H-pyrrolizin-7a-yl)methoxy)-7-(3-methoxy-2-methylnaphthalen-1-yl)pyrido[4,3-d]pyrimidin-4-yl)-3-azabicyclo[3.2.1]octan-6-ol FC1=C(N=CC2=C1N=C(N=C2N2C[C@H]1C[C@H]([C@@H](C2)C1)O)OC[C@]12CCCN2C[C@@H](C1)F)C1=C(C(=CC2=CC=CC=C12)OC)C